COC1=NC=C(C=N1)C=1C=CC(=NC1)N([C@@H]1CC[C@H](CC1)NC(OC(C)(C)C)=O)C(N[C@H](C)C1=CC=CC=C1)=O tert-butyl (trans-4-((5-(2-methoxypyrimidin-5-yl)pyridin-2-yl)(((1R)-1-phenylethyl)carbamoyl)amino)cyclohexyl)carbamate